C1(CC1)CNC1=NC(=NC(=N1)NC1=CC(=CC=C1)S(=O)(=O)C)C1=NC(=CC=C1)C(C)(F)F N2-(cyclopropylmethyl)-6-(6-(1,1-difluoroethyl)pyridin-2-yl)-N4-(3-(methylsulfonyl)phenyl)-1,3,5-triazine-2,4-diamine